5-(3-((1H-imidazol-2-yl)ethynyl)-2-fluoro-6-hydroxyphenyl)-1,2,5-thiadiazolidin-3-one 1,1-dioxide N1C(=NC=C1)C#CC=1C(=C(C(=CC1)O)N1CC(NS1(=O)=O)=O)F